ClC1=CC=C(C=C1)C1=N[C@H](C=2N(C3=C1C=C(C=C3)OCCNC(C3=CC(=CC=C3)O)=O)C(=NN2)C)CC(=O)NCC N-(2-(((4S)-6-(4-chlorophenyl)-4-(2-(ethylamino)-2-oxoethyl)-1-methyl-4H-benzo[f][1,2,4]triazolo[4,3-a][1,4]diazepin-8-yl)oxy)ethyl)-3-hydroxybenzamide